CC[C@@H]([C@@H](CCCCCCC)O)O (3S,4R)-undecane-3,4-diol